ClC1=CC(=CC2=C1OCC(N2C)=O)C2=NN(C(=C2C(=O)N)C(F)(F)F)C2=C1C=CC=NC1=CC=C2 (8-chloro-4-methyl-3-oxo-3,4-dihydro-2H-benzo[b][1,4]oxazin-6-yl)-1-(quinolin-5-yl)-5-(trifluoromethyl)-1H-pyrazole-4-carboxamide